ClC=1C=C(C(=O)NC=2C=CC=C3C=CC=NC23)C=CC1 3-chloro-N-(quinolin-8-yl)benzamide